NC1=NC(=CC(=C1O)C1=CC=NC=C1)C1=C(C=CC(=C1)Cl)F 2-amino-6-(5-chloro-2-fluorophenyl)-[4,4'-bipyridine]-3-ol